benzyl-isobutyl-malonate C(C1=CC=CC=C1)C(C(=O)[O-])(C(=O)[O-])CC(C)C